3-Methylbutyl salicylate C(C=1C(O)=CC=CC1)(=O)OCCC(C)C